OC=1C=C(C(=O)OC[C@@H]2[C@@H](O)[C@H](O)[C@H](O)CO2)C=C(C1O)O 2,6-Anhydro-1-O-(3,4,5-trihydroxybenzoyl)-D-mannitol